O=C1NC(CC[C@@H]1N1C(C2=CC=CC(=C2C1=O)OCC(=O)N1CCC(CC1)CCNC1=C2N=CN(C2=NC=N1)C1CC(C1)NC(C1=NC(=CC=C1)C)=O)=O)=O N-((1s,3s)-3-(6-((2-(1-(2-((2-(2,6-dioxopiperidin-3-yl)-1,3-dioxoisoindolin-4-yl)oxy)acetyl)piperidin-4-yl)ethyl)amino)-9H-purin-9-yl)cyclobutyl)-6-methylpicolinamide